4-amino-7-fluoro-8-(5-methylpyrimidin-4-yl)-N-propylisoquinoline-3-carboxamide NC1=C(N=CC2=C(C(=CC=C12)F)C1=NC=NC=C1C)C(=O)NCCC